N-Boc-4-aminophenylboronic acid pinacol ester C(=O)(OC(C)(C)C)NC1=CC=C(C=C1)B1OC(C)(C)C(C)(C)O1